N-(4-(5-cyanopyridin-3-yl)-3-fluoro-2-methylphenyl)-2-(2-(cyclopropanesulfonylamino)thiazol-4-yl)-2-methylpropanamide C(#N)C=1C=C(C=NC1)C1=C(C(=C(C=C1)NC(C(C)(C)C=1N=C(SC1)NS(=O)(=O)C1CC1)=O)C)F